N-butyl-N2-[2-(1-methyl-1H-pyrazol-4-yl)-7-(trifluoromethyl)[1,2,4]triazolo[1,5-c]quinazolin-5-yl]-D-alaninamide C(CCC)NC([C@H](NC1=NC=2C(=CC=CC2C=2N1N=C(N2)C=2C=NN(C2)C)C(F)(F)F)C)=O